ClC1=CC=C(S1)C(=O)N1CC(C1)CN1C(=NC2=C1C(=CC(=C2)C(=O)N2C1CCC(C2)[C@H]1N)OC)C=1N(C2=CC=CC=C2C1)CC1CC1 (7R)-2-(1-{[1-(5-chlorothiophene-2-carbonyl)azetidin-3-yl]methyl}-2-[1-(cyclopropylmethyl)-1H-indol-2-yl]-7-methoxy-1H-1,3-benzodiazole-5-carbonyl)-2-azabicyclo[2.2.1]heptan-7-amine